BrCC1=NC=C(C=N1)C=1OC(=NN1)C(F)F 2-[2-(bromomethyl)pyrimidin-5-yl]-5-(difluoromethyl)-1,3,4-oxadiazole